CN1C2=C(OCC1)N=CC(=C2C)S(=O)(=O)N2CCC1(C[C@@H](CO1)NC[C@@H](COC1=CC(=CC=C1)S(=O)(=O)C1(CC1)CO)O)CC2 (S)-1-((S)-8-(1,8-dimethyl-2,3-dihydro-1H-pyrido[2,3-b][1,4]oxazin-7-ylsulfonyl)-1-oxa-8-azaspiro[4.5]decan-3-ylamino)-3-(3-(1-(hydroxymethyl)cyclopropylsulfonyl)phenoxy)propan-2-ol